COC1=CC2=C(OCCN2)C=C1C(=O)N1CCCCC1 (6-methoxy-3,4-dihydro-2H-benzo[b][1,4]oxazin-7-yl)(piperidin-1-yl)methanone